C(C)(=O)N1CCN(CC1)C1=CC=C(C=C1)N(C(=O)NCC1=CC=CC=C1)[C@@H]1CC[C@H](CC1)NC1=NC=C(C=C1)C#N 1-(4-(4-acetylpiperazin-1-yl)phenyl)-3-benzyl-1-(trans-4-((5-cyanopyridin-2-yl)amino)cyclohexyl)urea